2-phenyl-4-methyl-5-hydroxyImidazole C1(=CC=CC=C1)C=1NC(=C(N1)C)O